FC1=CC=C(C=C1)C1=CNC2=CC=NC=C2C1=O 3-(4-fluorophenyl)-1,6-naphthyridin-4(1H)-one